C(#N)C1=CC=C(CC2=C(C(=C(C=C2)C(=O)C(O)C2=CC=CC=C2)OC)OC)C=C1 para-cyanobenzyl-(dimethoxy)-benzoin